C(C)(C)(C)OC1=NC=C(C(=N1)OC(C)(C)C)C=1C=C(C=2N(N1)C=CN2)OCC(C(F)(F)F)(F)F 6-(2,4-di-tert-butoxypyrimidin-5-yl)-8-(2,2,3,3,3-pentafluoropropoxy)imidazo[1,2-b]pyridazine